1-[2,4-dichloro-5-(cyanomethoxy)phenyl]-3-[(1S)-1-(2-pyrimidin-2-yl-1,2,4-triazol-3-yl)ethyl]urea ClC1=C(C=C(C(=C1)Cl)OCC#N)NC(=O)N[C@@H](C)C=1N(N=CN1)C1=NC=CC=N1